2,3,4,6,7,12-hexahydro-1H-indolo[2,3-a]quinolizine C1CCCN2CCC3=C(C12)NC1=CC=CC=C13